C(C1=CC=CC=C1)OC1=NC(=CC=C1C1=CC(=C(C=C1F)N1CCC(CC1)=O)F)OCC1=CC=CC=C1 1-[4-(2,6-dibenzyloxy-3-pyridyl)-2,5-difluoro-phenyl]piperidin-4-one